5-(1-(2,2-difluoroethyl)-1H-benzo[d][1,2,3]triazol-6-yl)-N-((3R,4S)-1-(3-ethyloxetan-3-yl)-3-fluoropiperidin-4-yl)-4-methoxypyrrolo[2,1-f][1,2,4]triazin-2-amine FC(CN1N=NC2=C1C=C(C=C2)C=2C=CN1N=C(N=C(C12)OC)N[C@@H]1[C@@H](CN(CC1)C1(COC1)CC)F)F